1,3,4,6-tetra(2-mercaptoethyl)octahydroimidazo[4,5-d]imidazole-2,5-dione SCCN1C(N(C2C1N(C(N2CCS)=O)CCS)CCS)=O